C1=C2C3=CC=C4C(=CC=C5C=6C=CC=CC6C=C45)C3=NC2=CC=C1 Carbazolofluorene